4-(benzo[b]thiophen-2-yl)-5-(3-fluorophenyl)-3-methylenedihydrofuran-2(3H)-one S1C2=C(C=C1C1C(C(OC1C1=CC(=CC=C1)F)=O)=C)C=CC=C2